ClC1=CN=C2C(=N1)N(N=C2I)CC2CCOCC2 6-chloro-3-iodo-1-((tetrahydro-2H-pyran-4-yl)methyl)-1H-pyrazolo[3,4-b]pyrazine